BrC[C@H](CCOC(F)F)NC(OC(C)(C)C)=O tert-butyl N-[(2S)-1-bromo-4-(difluoromethoxy)butan-2-yl]carbamate